ClC=1C(=NC(=NC1)NC=1C=C(C(=CC1OC)N(CCN1CCN(CC1)C)C)N)C=1C=NN2C1C=CC=C2 N4-(5-chloro-4-pyrazolo[1,5-a]pyridin-3-ylpyrimidin-2-yl)-5-methoxy-N1-methyl-N1-[2-(4-methylpiperazin-1-yl)ethyl]benzene-1,2,4-triamine